(S)-N-(3-(tert-butyl)-1-methyl-1H-pyrazol-5-yl)-4-methyl-3-(1-(pyrimidin-5-yl)pyrrolidin-3-yl)benzamide C(C)(C)(C)C1=NN(C(=C1)NC(C1=CC(=C(C=C1)C)[C@H]1CN(CC1)C=1C=NC=NC1)=O)C